(R)-1-(5-amino-3-(3-amino-3H-spiro[benzofuran-2,4'-piperidin]-1'-yl)-6-((2-(oxazol-2-yl)pyrimidin-4-yl)sulfanyl)pyrazin-2-yl)ethanone NC=1N=C(C(=NC1SC1=NC(=NC=C1)C=1OC=CN1)C(C)=O)N1CCC2(CC1)OC1=C([C@H]2N)C=CC=C1